3-Amino-6-(2,2-dimethylspiro[3.3]heptan-6-yl)-4-(7-fluoro-1H-indazol-4-yl)-1H-1,7-phenanthrolin-2-one NC=1C(NC2=C3C=CC=NC3=C(C=C2C1C1=C2C=NNC2=C(C=C1)F)C1CC2(CC(C2)(C)C)C1)=O